C(=O)(OC)C=1C(=C2NC1C=C1C=CC(=N1)C(=C1C=CC(N1)=C(C=1C=CC(N1)=C2C2=CC=CC=C2)C2=CC=CC=C2)C2=CC=CC=C2)C2=CC=CC=C2 carbomethoxyphenyl-10,15,20-triphenylporphyrin